ClC1=C(CN2CC(C(CC2)(O)C2=C(C(=O)N)C=CC=C2)CN(C)C)C=CC(=C1)F (1-(2-chloro-4-fluorobenzyl)-3-((dimethylamino)methyl)-4-hydroxypiperidin-4-yl)benzamide